CC1=CC=C(C=C1)S(=O)(=O)NN=CC1=C(C=CC=C1)F 2-fluorobenzaldehyde-p-toluenesulfonylhydrazone